trans-N-(4-chloro-3-(cis-2-cyanocyclobutyl)phenyl)-3-(trifluoromethyl)-6-azabicyclo[3.1.1]heptane-6-carboxamide ClC1=C(C=C(C=C1)NC(=O)N1C2CC(CC1C2)C(F)(F)F)[C@H]2[C@H](CC2)C#N